(E)-3-(3-(2,6-bis(trifluoromethyl)pyridin-4-yl)-1H-1,2,4-triazol-1-yl)-2-(Pyrimidin-5-yl)acrylohydrazide FC(C1=NC(=CC(=C1)C1=NN(C=N1)/C=C(/C(=O)NN)\C=1C=NC=NC1)C(F)(F)F)(F)F